C(C1=CC=CC=C1)NC(C(C(=O)N[C@@H](CC(C)C)OB(O)O)C)=O ((1R)-1-(3-(benzylamino)-2-methyl-3-oxopropionamido)-3-methylbutyl)boric acid